COC(=O)N([C@H](C(=O)N[C@@H](CC1=CC=C(C=C1)NS([O-])(=O)=O)C=1N=C(SC1)CC1=CN=CN1C)CC1=CC=NC=C1)C.[NH4+] ammonium (4-((S)-2-((S)-2-((methoxycarbonyl)(methyl)amino)-3-(pyridin-4-yl)propanamido)-2-(2-((1-methyl-1H-imidazol-5-yl)methyl)thiazol-4-yl)ethyl)phenyl)sulfamate